COP(OC)(=O)CCC1CCNCC1.N(=C=O)CCCC1(C2C(CC(C1)C2)CN=C=O)CN=C=O 2-(3-isocyanatopropyl)-2,6-di(isocyanatomethyl)-bicyclo(2.2.1)heptane dimethyl-(2-(piperidin-4-yl)ethyl)phosphonate